N1-(2-(dimethylamino)ethyl)-N1-ethyl-4-nitrobenzene-1,2-diamine CN(CCN(C=1C(=CC(=CC1)[N+](=O)[O-])N)CC)C